C(#N)C1(CC1)NS(=O)(=O)C1=CC=C2C3=C(N(C2=C1)C=1SC(=NN1)C(F)F)N=CN=C3C3CCN(C=C3)C(C(C)C)=O N-(1-Cyanocyclopropyl)-9-(5-(difluoromethyl)-1,3,4-thiadiazol-2-yl)-4-(1-isobutyryl-1,2,3,4-tetrahydropyridin-4-yl)-9H-pyrimido[4,5-b]indole-7-sulfonamide